ClC=1C=C2C(C(=CN(C2=CC1N1C2(CC(C1)C2)COC2=NC=CC=C2Cl)C=2C=NC(=CC2)N2CC(C2)N(C)C)C(=O)O)=O 6-chloro-7-(1-[[(3-chloropyridin-2-yl)oxy]methyl]-2-azabicyclo[2.1.1]hexan-2-yl)-1-[6-[3-(dimethyl-amino)azetidin-1-yl]pyridin-3-yl]-4-oxoquinoline-3-carboxylic acid